BrC=1C(=C(C(=C2C=CC=NC12)N=CN(C)C)C(=O)C=1C=2C=NN(C2C(=C(C1)F)F)C1OCCCC1)C N'-[8-bromo-6-[6,7-difluoro-1-(oxan-2-yl)indazole-4-carbonyl]-7-methylquinolin-5-yl]-N,N-dimethylmethanimidamide